Didodecyl-tetramethyl-1,4-butandiaminium diiodid [I-].[I-].C(CCCCCCCCCCC)C(C(C([NH3+])(C)C)(C)C)(C[NH3+])CCCCCCCCCCCC